5-hydroxylysine OC(CC[C@H](N)C(=O)O)CN